N-[2-[2-[[2-(2,6-dioxo-3-piperidinyl)-1,3-dioxo-isoindolin-4-yl]amino]ethoxy]ethyl]acetamide O=C1NC(CCC1N1C(C2=CC=CC(=C2C1=O)NCCOCCNC(C)=O)=O)=O